ClC=1C2=C(N(C(CC1C1=NOC(=C1)[Si](C)(C)C)=O)CC1=CC(=C(C=C1)C)F)C=CC=C2 5-chloro-1-(3-fluoro-4-methylbenzyl)-4-(5-(trimethylsilyl)isoxazol-3-yl)-1,3-dihydro-2H-benzo[b]azepin-2-one